5-(3,5-dichloro-4-methoxybenzamido)-1-methyl-N-(2-(trifluoromethyl)benzyl)-1H-pyrazole-4-carboxamide ClC=1C=C(C(=O)NC2=C(C=NN2C)C(=O)NCC2=C(C=CC=C2)C(F)(F)F)C=C(C1OC)Cl